(5-bromo-2-hydroxyphenyl)(3-fluorophenyl)methanone BrC=1C=CC(=C(C1)C(=O)C1=CC(=CC=C1)F)O